2-[({2-[3-(2,3-dihydro-1,4-benzodioxin-6-yl)-2-methylphenyl]-7-methyl-1,3-benzoxazol-5-yl}methyl)amino]ethanol O1CCOC2=C1C=CC(=C2)C=2C(=C(C=CC2)C=2OC1=C(N2)C=C(C=C1C)CNCCO)C